COC(=O)C1=NC=C(C=C1C(=O)OC)C 5-methylpyridine-2,3-dicarboxylic acid dimethyl ester